N-ETHYL-2-(5-FORMYL-2-METHOXYPHENOXY)PROPANAMIDE C(C)NC(C(C)OC1=C(C=CC(=C1)C=O)OC)=O